silicon tetrafluorine [F].[F].[F].[F].[Si]